C(#N)C(CNC=1C(=CC=C2C=CC(=CC12)C1=NC=CC(=C1)NC(C1=CC(=CC=C1)OC)=O)OC)=C N-(2-{8-[(2-cyano-2-methylideneethyl)amino]-7-methoxynaphthalen-2-yl}pyridin-4-yl)-3-methoxybenzamide